(R)-4-(((1-((4-methoxyphenyl)diphenylmethoxy)-3-(octadecyloxy)propan-2-yl)oxy)methyl)benzonitrile COC1=CC=C(C=C1)C(OC[C@@H](COCCCCCCCCCCCCCCCCCC)OCC1=CC=C(C#N)C=C1)(C1=CC=CC=C1)C1=CC=CC=C1